2-[3-bromo-4-[[5-[3-(4-piperidylmethyl)azetidin-1-yl]-2-pyridyl]oxy]phenyl]propan-2-ol BrC=1C=C(C=CC1OC1=NC=C(C=C1)N1CC(C1)CC1CCNCC1)C(C)(C)O